ClC1=C(C=C2C=C(N=CC2=C1)NC(=O)[C@@H]1[C@H](CC1)C1=NC=CC=C1)N1CCN(CC1)[C@]1(COC[C@H]1O)C (1S,2S)-N-(7-chloro-6-(4-((3S,4S)-4-hydroxy-3-methyltetrahydrofuran-3-yl)piperazin-1-yl)isoquinolin-3-yl)-2-(pyridin-2-yl)cyclobutane-1-carboxamide